N2-(2-(1-(Cyclopropylsulfonyl)-1H-pyrazol-4-yl)pyrimidin-4-yl)-N4-((4-(difluoromethyl)cyclohexyl)methyl)-5-(1-methyl-1H-pyrazol-3-yl)pyridine-2,4-diamine C1(CC1)S(=O)(=O)N1N=CC(=C1)C1=NC=CC(=N1)NC1=NC=C(C(=C1)NCC1CCC(CC1)C(F)F)C1=NN(C=C1)C